C(CCC)C1=C(C(=C(C(=N1)O)C(=O)N1CC(CC1)C1=NC=C(C=C1F)F)O)C1=CC(=CC=C1)CO 6-butyl-3-[3-(3,5-difluoropyridin-2-yl)pyrrolidine-1-carbonyl]-5-[3-(hydroxymethyl)phenyl]pyridine-2,4-diol